O1CCN(CC1)C1=NC(=NC(=C1)N1CCOCC1)NC1=NC=NC2=CC(=C(C=C12)NC(CCCC(=O)OC)=O)OC methyl 5-((4-((4,6-dimorpholinopyrimidin-2-yl) amino)-7-methoxyquinazolin-6-yl) amino)-5-oxopentanoate